C([C@@H]1[C@H]([C@@H](C(O1)(COP(=O)([O-])[O-])O)O)O)O The molecule is an organophosphate oxoanion that is the dianion of D-fructofuranose 1-phosphate. It has a role as a fundamental metabolite. It is an organophosphate oxoanion and a monosaccharide 1-phosphate(2-). It is a conjugate base of a D-fructofuranose 1-phosphate.